5-((2-hydroxy-2-methylpropyl)amino)-1H-benzene OC(CNC=1C=CCCC1)(C)C